6-(4-isopropylphenoxy)hexanal C(C)(C)C1=CC=C(OCCCCCC=O)C=C1